N-(5-(2-(azetidin-1-yl)-[1,2,4]triazolo[1,5-a]pyridin-7-yl)-8-(methylamino)-2,7-naphthyridin-3-yl)cyclopropanecarboxamide sulfo(2-methylpropyl)methacrylate S(=O)(=O)(O)C(=C(C(=O)O)C)CC(C)C.N1(CCC1)C1=NN2C(C=C(C=C2)C2=C3C=C(N=CC3=C(N=C2)NC)NC(=O)C2CC2)=N1